C(CCC)C1(CCCC1)\C=C/C\C=C/C\C=C/C\C=C/CCCC(=O)O (5Z,8Z,11Z,14Z)-15-(1-Butylcyclopentyl)pentadeca-5,8,11,14-tetraenoic acid